C12(CC3CC(CC(C1)C3)C2)NC2=N\C(\C(N2C)=O)=C/C2=CC3=C(N=CO3)C=C2 (5Z)-2-(1-Adamantylamino)-5-(1,3-benzoxazol-6-ylmethylene)-3-methyl-imidazol-4-one